COC=1C(=C(C2=CC=CC=C2C1)O)O methoxydihydroxynaphthalene